4-Amino-7-(1'-methoxy-2',3',5'-trihydroxy-D-ribofuranosyl)pyrrolo[2,1-f][1,2,4]triazine NC1=NC=NN2C1=CC=C2C2(C(O)(C(O)([C@H](O2)C(O)O)O)O)OC